C(C1=CC=CC=C1)OC1=CC=C(C=C1)C=1N=C(C2=C(N1)NC=C2)N2CCN(CC2)C (4-(benzyloxy)phenyl)-4-(4-methylpiperazin-1-yl)-7H-pyrrolo[2,3-d]pyrimidine